FC(CN1C=NC2=C1C=C(C=C2F)C=2C=CN1N=C(N=C(C12)OC)N[C@@H]1[C@@H](CN(CC1)C1(COC1)[2H])F)F 5-(1-(2,2-difluoroethyl)-4-fluoro-1H-benzo[d]imidazol-6-yl)-N-((3R,4S)-3-fluoro-1-(oxetan-3-yl-3-d)piperidin-4-yl)-4-methoxypyrrolo[2,1-f][1,2,4]triazin-2-amine